4-methyl-N-(pyridin-3-yl)piperidine-4-carboxamidine CC1(CCNCC1)C(=N)NC=1C=NC=CC1